butyl-4-(2-ethoxy-2-oxo-ethoxy)piperidine-1-carboxylate C(CCC)OC(=O)N1CCC(CC1)OCC(=O)OCC